2-(2-hydroxy-2-methylpropyl)-5-(2-((1-((1-methyl-1H-pyrazol-4-yl)sulfonyl)piperidin-4-yl)amino)-5-(trifluoromethyl)pyrimidin-4-yl)thiophene-3-carboxamide OC(CC=1SC(=CC1C(=O)N)C1=NC(=NC=C1C(F)(F)F)NC1CCN(CC1)S(=O)(=O)C=1C=NN(C1)C)(C)C